5-Bromopyridin-3-yl 2,4,6-tri-O-acetyl-3-deoxy-3-[4-(3,4,5-trifluorophenyl)-1H-1,2,3-triazol-1-yl]-1-thio-α-D-galactopyranoside C(C)(=O)O[C@H]1[C@@H](SC=2C=NC=C(C2)Br)O[C@@H]([C@@H]([C@@H]1N1N=NC(=C1)C1=CC(=C(C(=C1)F)F)F)OC(C)=O)COC(C)=O